C(C)C1=CC(=NC=N1)OCC1=C(N=NN1C)C1=CC=C(C(=N1)C)OC[C@H]1[C@@H](CC1)C(=O)O |r| (±)-(1R,2R)-2-(((6-(5-(((6-ethylpyrimidin-4-yl)oxy)methyl)-1-methyl-1H-1,2,3-triazol-4-yl)-2-methylpyridin-3-yl)oxy)methyl)cyclobutane-1-carboxylic acid